methyl 2-(5-bromo-6-(tert-butoxycarbonyl) pyridin-2-yl)-6-(3-((tert-butoxycarbonyl) (methyl) amino) propyl)-1,2,3,4-tetrahydroisoquinoline-8-carboxylate BrC=1C=CC(=NC1C(=O)OC(C)(C)C)N1CC2=C(C=C(C=C2CC1)CCCN(C)C(=O)OC(C)(C)C)C(=O)OC